CSCCSCCSCCSCCSCCSCC(=O)O 2,5,8,11,14,17-hexathianonadecan-19-oic acid